(2R,4R)-N-(4-(tert-butyl)phenyl)-N-(1-(5-chloropyridin-3-yl)-2-(cyclohexylamino)-2-oxoethyl)-4-hydroxypyrrolidine-2-carboxamide C(C)(C)(C)C1=CC=C(C=C1)N(C(=O)[C@@H]1NC[C@@H](C1)O)C(C(=O)NC1CCCCC1)C=1C=NC=C(C1)Cl